acryloyloxymethyl-2-methyl-2-cyclohexyl-1,3-dioxolane C(C=C)(=O)OCC1OC(OC1)(C1CCCCC1)C